BrC(C1=C(C(=C(C(=C1C(C)Br)C(Br)(Br)Br)C(C)Br)C(Br)(Br)Br)C(C)Br)(Br)Br 1,3,5-Tris(trisbromomethyl)-2,4,6-tris(α-bromoethyl)benzene